methyl 2-(6-chloropyridazin-4-yl)-2H-1,2,3-triazole-4-carboxylate ClC1=CC(=CN=N1)N1N=CC(=N1)C(=O)OC